CS(=O)CCCCC/C(=N/OS(=O)(=O)O)/S[C@H]1[C@@H]([C@H]([C@@H]([C@H](O1)CO)O)O)O The molecule is a thia-glucosinolic acid that is glucoberteroin in which the sulfur atom of the methyl thioether group has been oxidised to the corresponding sulfoxide. It derives from a pentylglucosinolic acid and a glucoberteroin.